FC(C1=NNC=2C(CCCC12)=O)(F)F 3-(Trifluoromethyl)-1,4,5,6-tetrahydro-7H-indazol-7-one